biphenoldicarboxylic acid C=1(C(=C(C(=CC1)C(=O)O)C(=O)O)C=1C(=CC=CC1)O)O